COC(C1=CC(=C(C=C1)NCC1=CC=CC=C1)C=1N=NN(N1)C)=O.C(C)(C)(C)C1=NC(=NO1)C1=CC=C(C=C1)C(=O)N1CC2(C1)CC(C2)N2N=CC(=C2)C [4-(5-tert-butyl-1,2,4-oxadiazol-3-yl)phenyl]-[6-(4-methylpyrazol-1-yl)-2-azaspiro[3.3]heptan-2-yl]methanone methyl-4-(benzylamino)-3-(2-methyltetrazol-5-yl)benzoate